1-bromo-9,10-bis(benzoyloxy)anthracene 6-(hydroxymethyl)-8-(2-methylbutyl)-4,7-dioxohexahydro-2H-pyrazino[1,2-a]pyrimidine-1(6H)-carboxylate OCC1C(N(CC2N1C(CCN2C(=O)O)=O)CC(CC)C)=O.BrC2=CC=CC1=C(C3=CC=CC=C3C(=C21)OC(C2=CC=CC=C2)=O)OC(C2=CC=CC=C2)=O